C(C1=CC=CC=C1)(=O)OC(CC(C)N(C(C)C)C(C1=CC=CC=C1)=O)C1=CC=CC=C1 3-[benzoyl (propan-2-yl) amino]-1-phenylbutyl benzoate